N-((1R,2S)-2-(3,4-difluorophenyl)cyclopropyl)-7-ethyl-2-(methylsulfanyl)-7H-pyrrolo[2,3-d]pyrimidin-4-amine hydrochloride Cl.FC=1C=C(C=CC1F)[C@H]1[C@@H](C1)NC=1C2=C(N=C(N1)SC)N(C=C2)CC